C(C=C)(=O)N[C@@H]1[C@@H](CCC1)NC(=O)C=1SC=2N=CC=C3N(C(NC1C23)=O)C2=C(C=C(C=C2)OC2CCOCC2)C N-((1R,2S)-2-Acrylamidocyclopentyl)-5-(2-methyl-4-((tetrahydro-2H-pyran-4-yl)oxy)phenyl)-4-oxo-4,5-dihydro-3H-1-thia-3,5,8-triazaacenaphthylene-2-carboxamide